2-(naphthalen-2-yl)-4,6-dihydropyrrolo[3,4-d]imidazole-5(1H)-carboxylate C1=C(C=CC2=CC=CC=C12)C1=NC2=C(N1)CN(C2)C(=O)[O-]